3-(2,6-difluoro-3,5-dihydroxyphenyl)-1-ethyl-8-(morpholinylmethyl)-1,3,4,7-tetrahydro-2H-pyrrolo[3',2':5,6]pyrido[4,3-d]pyrimidin-2-one FC1=C(C(=C(C=C1O)O)F)N1C(N(C2=C(C1)C=NC1=C2C=C(N1)CN1CCOCC1)CC)=O